C1(=CC=CC=C1)C(\C=C\CC)O (E)-1-phenyl-2-penten-1-ol